FC1=CC=C(C2=C1N=C(O2)[C@H]2N(CCC1=C2N=CN1)C(=O)C=1OC(=NN1)C=1N=CN(C1)C)F (S)-(4-(4,7-difluorobenzo[d]oxazol-2-yl)-6,7-dihydro-1H-imidazo[4,5-c]pyridin-5(4H)-yl)(5-(1-methyl-1H-imidazol-4-yl)-1,3,4-oxadiazol-2-yl)methanone